2-(2,6-dichloro-4-((5-oxo-4-(4-(trifluoromethoxy)phenyl)-4,5-dihydro-1H-1,2,4-triazol-1-yl)methyl)phenoxy)-2-methylpropanoic acid ClC1=C(OC(C(=O)O)(C)C)C(=CC(=C1)CN1N=CN(C1=O)C1=CC=C(C=C1)OC(F)(F)F)Cl